(±)-N-(3-chloro-4-(trifluoromethyl)phenyl)-2-(trifluoromethyl)-6,7,8,9-tetrahydro-5H-5,8-epiminocyclohepta[d]pyrimidine-10-carboxamide ClC=1C=C(C=CC1C(F)(F)F)NC(=O)N1C2CCC1CC=1N=C(N=CC12)C(F)(F)F